ClC=1C2=C(N=CN1)N(C=C2)[C@@H]2C=C([C@H]1OC(O[C@H]12)(C)C)CCC=1C=CC(=C2C=CN=CC12)C(F)F 8-(2-((3aS,4R,6aR)-4-(4-chloro-7H-pyrrolo[2,3-d]pyrimidin-7-yl)-2,2-dimethyl-3a,6a-dihydro-4H-cyclopenta[d][1,3]dioxol-6-yl)ethyl)-5-(difluoromethyl)isoquinoline